(S)-N1-(1-(2-(2-Adamantylamino)-2-oxoethyl)-2-oxo-1,2-dihydropyridin-3-yl)-2-(1-methyl-1H-pyrazol-5-carboxamido)-5-oxohexandiamid C12C(C3CC(CC(C1)C3)C2)NC(CN2C(C(=CC=C2)NC([C@H](CCC(C(=O)N)=O)NC(=O)C2=CC=NN2C)=O)=O)=O